O[C@H]1CN(CCC1)C(CC1=CC=C(C=C1)NC(OCC1=CC=C(C=C1)Cl)=O)=O 4-chlorobenzyl (R)-(4-(2-(3-hydroxypiperidin-1-yl)-2-oxoethyl)phenyl)carbamate